FC(C1=CC=C(C=C1)[C@@H]1COCCN1C=1C2=C(N=CN1)N(C=C2)CC2CCN(CC2)CC(=O)N)(F)F |o1:8| rel-(R)-2-(4-((4-(3-(4-(trifluoromethyl)phenyl)morpholino)-7H-pyrrolo[2,3-d]pyrimidin-7-yl)methyl)piperidin-1-yl)acetamide